NC1=CC(=CC=N1)Cl 6-amino-4-chloropyridin